N8-(3,5-dichlorophenyl)-N2-isopropyl-9-(piperidin-4-yl)-9H-purine-2,8-diamine ClC=1C=C(C=C(C1)Cl)NC=1N(C2=NC(=NC=C2N1)NC(C)C)C1CCNCC1